(1S)-2,2,2-trifluoro-1-phenyl-ethanamine FC([C@@H](N)C1=CC=CC=C1)(F)F